1-(4-chlorobenzyl)-3-cyano-1,4-dihydropyridine ClC1=CC=C(CN2C=C(CC=C2)C#N)C=C1